O1CCOC12CCC(CC2)CC=2C=C1C3(C=4N(C=5C=CC=C(C5C(N4)=O)Cl)C1=CC2)CCCCC3 9'-((1,4-dioxaspiro[4.5]decan-8-yl)methyl)-4'-chloro-5'H-spiro[cyclohexane-1,7'-indolo[1,2-a]quinazolin]-5'-one